C(C)OC1=CC=C(C=C1)N(C(=O)N1C2CNCC1CC2)C N-(4-ethoxyphenyl)-N-methyl-3,8-diazabicyclo[3.2.1]Octane-8-carboxamide